NCCCCCC(=O)NCCC1=CC=C(C=C1)O 6-amino-N-[2-(4-hydroxyphenyl)ethyl]hexanamid